1-(3-ethyl-4-(hydroxymethyl)phenyl)ethan-1-one C(C)C=1C=C(C=CC1CO)C(C)=O